O=C1NC(CCC1N1C(C2=CC=CC(=C2C1)OCC(=O)N1CC[NH+](CC1)[O-])=O)=O 4-(2-((2-(2,6-dioxopiperidin-3-yl)-1-oxoisoindolin-4-yl)oxy)acetyl)piperazine 1-oxide